NC1=CC=NC2=CC=C(C=C12)C=1C=C(C=C(C1)Cl)NC(C=C)=O N-[3-(4-aminoquinolin-6-yl)-5-chlorophenyl]prop-2-enamide